CC1=CC=2C(C3=CC=CC=C3C2C=C1)NC(=O)C=1C(NC(=CC1)C(F)(F)F)=O N-(2-methyl-9H-fluoren-9-yl)-2-oxo-6-(trifluoromethyl)-1,2-dihydropyridine-3-carboxamide